O=C1NC(CCC1C1=C(C=C(C=C1F)N1CC(C1)NC(=O)NC1=CC(=CC=C1)OC(F)(F)F)F)=O 1-(1-(4-(2,6-dioxopiperidin-3-yl)-3,5-difluorophenyl)azetidin-3-yl)-3-(3-(trifluoromethoxy)phenyl)urea